N-(4-Methyl-3-(7-(methylamino)-1,6-naphthyridin-3-yl)phenyl)-2-(3-(trifluoromethyl)-1H-1,2,4-triazol-1-yl)propanamide CC1=C(C=C(C=C1)NC(C(C)N1N=C(N=C1)C(F)(F)F)=O)C=1C=NC2=CC(=NC=C2C1)NC